OC=1C=CC=2C3=C(C=NC2C1)C=1C=CC(=CC1O[C@@H]3C3=CC=C(OCC(O)O)C=C3)C(F)(F)F (R)-2-(4-(2-hydroxy-8-(trifluoromethyl)-5H-chromeno[4,3-c]quinolin-5-yl)phenoxy)ethane-1,1-diol